1-ethynyl-1-(trifluoromethyl)-cyclobutane C(#C)C1(CCC1)C(F)(F)F